C(C(C(C1(C(N(C2=C(N1O)C(=O)NC(=N2)N)O)O)O)O)O)O The molecule is a member of the class of tetrahydropterins that is 2-amino-6-(1,2,3-trihydroxypropyl)-5,6,7,8-tetrahydropteridin-4-one carrying four additional hydroxy substituents at positions 5, 6, 7 and 8. It is a tetrahydropterin and a member of neopterins.